ethoxybis(3,5-dimethylphenyl)phosphine C(C)OP(C1=CC(=CC(=C1)C)C)C1=CC(=CC(=C1)C)C